C1(CC1)CCN(C1=C2CN(C(C2=CC=C1)=O)C1C(NC(CC1)=O)=O)C1CCC(CC1)N[C@@H](C(F)(F)F)C 3-(4-((2-cyclopropylethyl)((1s,4s)-4-(((R)-1,1,1-trifluoropropan-2-yl)amino)cyclohexyl)amino)-1-oxoisoindolin-2-yl)piperidine-2,6-dione